C(CCC)N1CC(CC1)=O N-butyl-3-pyrrolidone